2-[4-(4-carboxyphenyl)-6-(4-sulfamoyl-benzylamino)-pyrimidin-2-ylamino]-4-methylthiazole-5-carboxylic acid ethyl ester C(C)OC(=O)C1=C(N=C(S1)NC1=NC(=CC(=N1)C1=CC=C(C=C1)C(=O)O)NCC1=CC=C(C=C1)S(N)(=O)=O)C